4-(2-((2-(1H-imidazol-1-yl)ethyl)(2-methoxyethyl)amino)-6-(bis(2-methoxyethyl)amino)-8-(4-methoxypiperidin-1-yl)pyrimido[5,4-d]pyrimidin-4-yl)-1-methylpiperazin-2-one N1(C=NC=C1)CCN(C=1N=C(C2=C(N1)C(=NC(=N2)N(CCOC)CCOC)N2CCC(CC2)OC)N2CC(N(CC2)C)=O)CCOC